ClC=1C(=NC(=NC1)N1[C@@H](CNCC1)C)N1CC(C1)C(=O)N(C)C(C)(C)C1=CN=C2N1C=CC=C2 1-{5-chloro-2-[(2R)-2-methylpiperazin-1-yl]pyrimidin-4-yl}-N-(2-{imidazo[1,2-a]pyridin-3-yl}propan-2-yl)-N-methylazetidine-3-carboxamide